4-(1-Ethyl-8-(3-methoxyphenethyl)-2,6-dioxo-1,2,6,7-tetrahydro-3H-purin-3-yl)butane-1-sulfonic acid C(C)N1C(N(C=2N=C(NC2C1=O)CCC1=CC(=CC=C1)OC)CCCCS(=O)(=O)O)=O